The molecule is a member of the class of phenylureas that is urea substituted by a 4-chlorophenyl group and a 3,4-dichlorophenyl group at positions 1 and 3 respectively. It has a role as a disinfectant, an antiseptic drug, an antimicrobial agent, an environmental contaminant and a xenobiotic. It is a dichlorobenzene, a member of monochlorobenzenes and a member of phenylureas. It derives from a 1,3-diphenylurea. C1=CC(=CC=C1NC(=O)NC2=CC(=C(C=C2)Cl)Cl)Cl